C(CCCCCCC\C=C/CCCCCC)C1(OC[C@@H](O1)C(CC)N(C)C)CCCCCCCC\C=C/CCCCCC ((S)-2,2-di((Z)-hexadec-9-en-1-yl)-1,3-dioxolan-4-yl)-N,N-dimethylpropane-1-amine